FC=1C=CC(=NC1)C1=CC=NN1C1OCCCC1 5-Fluoro-2-(1-(tetrahydro-2H-pyran-2-yl)-1H-pyrazol-5-yl)pyridine